(2S,4R)-1-[(2S)-2-(3-aminopropanoylamino)-3,3-dimethyl-butanoyl]-4-hydroxy-N-[(1S)-1-[4-(4-methylthiazol-5-yl)phenyl]ethyl]pyrrolidine-2-carboxamide NCCC(=O)N[C@H](C(=O)N1[C@@H](C[C@H](C1)O)C(=O)N[C@@H](C)C1=CC=C(C=C1)C1=C(N=CS1)C)C(C)(C)C